3-bromo-5-chloro-6-methyl-pyrazolo[1,5-a]pyrimidine BrC=1C=NN2C1N=C(C(=C2)C)Cl